methyl 4-(2-bromoacetyl)-3,5-difluorobenzoate BrCC(=O)C1=C(C=C(C(=O)OC)C=C1F)F